C(C1=CC=CC=C1)(=O)N1C(N(C=CC1=O)[C@@H]1O[C@]([C@H]([C@@H]1F)O[Si](C)(C)C(C)(C)C)(C1CC1)CO[Si](C)(C)C(C)(C)C)=O 3-benzoyl-1-[(2R,3S,4R,5R)-4-[(tert-butyldimethylsilyl)oxy]-5-([(tert-butyldimethylsilyl)oxy]methyl)-5-cyclopropyl-3-fluorooxolan-2-yl]pyrimidine-2,4-dione